N-{[4-(3-methyl-1,2-oxazol-4-yl)-2,5-dioxoimidazolidin-4-yl]methyl}-4'-(trifluoromethyl)[biphenyl]-2-carboxamide CC1=NOC=C1C1(NC(NC1=O)=O)CNC(=O)C=1C(=CC=CC1)C1=CC=C(C=C1)C(F)(F)F